6-(benzylthio)-3-methylbenzofuran-2-carboxylic acid ethyl ester C(C)OC(=O)C=1OC2=C(C1C)C=CC(=C2)SCC2=CC=CC=C2